6-(4-cyclopropyl-6-methoxypyrimidin-5-yl)-N-(4-(1-isopropyl-4-(trifluoromethyl)-1H-imidazol-2-yl)benzyl)-N,3-dimethylpyridazin-4-amine C1(CC1)C1=NC=NC(=C1C1=CC(=C(N=N1)C)N(C)CC1=CC=C(C=C1)C=1N(C=C(N1)C(F)(F)F)C(C)C)OC